IC1=CC=C(C2=CC=CC=C12)N(C)C 4-iodo-1-dimethylaminonaphthalene